(S)-2-ethylbutyl 2-amino-3-cyclopropylpropanoate hydrochloride Cl.N[C@H](C(=O)OCC(CC)CC)CC1CC1